C(C)C1=CCOC1=O 4-ethyl-5-oxo-2,5-dihydrofuran